IC1=CC(=C(C(=O)NN)C=C1)N1CCC2(CC2)CC1 4-iodo-2-(6-azaspiro[2.5]oct-6-yl)benzohydrazide